4-methyl-2-(4-nitrophenyl)-1H,2H,3H-pyrrolo[3,4-c]quinoline-1,3-dione CC1=NC=2C=CC=CC2C2=C1C(N(C2=O)C2=CC=C(C=C2)[N+](=O)[O-])=O